NC1=C(SC2=NC(=CC(=C21)C2=CC=C(OCCO)C=C2)C=2C=NN(C2)C)S(=O)C2CCC2 2-(4-(3-amino-2-(cyclobutylsulfinyl)-6-(1-methyl-1H-pyrazol-4-yl)thieno[2,3-b]pyridin-4-yl)phenoxy)ethanol